N-(5-bromo-4-(2-(dimethylamino)ethoxy)pyridin-2-yl)-4'-(5-methyl-1,2,4-oxadiazol-3-yl)-2'-(trifluoromethyl)-[1,1'-biphenyl]-4-carboxamide BrC=1C(=CC(=NC1)NC(=O)C1=CC=C(C=C1)C1=C(C=C(C=C1)C1=NOC(=N1)C)C(F)(F)F)OCCN(C)C